4-methyl-benzo[h]quinoline-2-carboxamide CC1=CC(=NC2=C3C(=CC=C12)C=CC=C3)C(=O)N